2,5-di-sec-butyloxymethylfuran (4-propylcyclohexyl)tert-pentyl-fumarate C(CC)C1CCC(CC1)\C(=C(/C(=O)O)\C(C)(C)CC)\C(=O)O.C(C)(CC)OCC=1OC(=CC1)COC(C)CC